BrCC1=CC(=C(C=C1)Cl)F 4-(bromomethyl)-1-chloro-2-fluorobenzene